2-hydroxypropyl 2-(methacryloyloxy) ethylphthalate C(C)C1=C(C(C(=O)OCC(C)O)=CC=C1)C(=O)OOC(C(=C)C)=O